CC(=O)N[C@@H]1[C@H](C[C@@](O[C@H]1[C@@H]([C@@H](CO)O)O)(C(=O)O)O[C@@H]2[C@H]([C@@H](O[C@@H]([C@@H]2O[C@H]3[C@@H]([C@H]([C@H]([C@H](O3)CO)O)O)NC(=O)C)CO)O[C@@H]4[C@H]([C@@H](O[C@@H]([C@H]4O)CO)O[C@@H]5[C@H]([C@@H](O[C@@H]([C@@H]5O[C@H]6[C@@H]([C@H]([C@H]([C@H](O6)CO)O)O)NC(=O)C)CO)O[C@@H]7[C@H](O[C@H]([C@@H]([C@H]7O)O)O)CO)O)NC(=O)C)O)O The molecule is a member of the class of neuraminic acids that is neuraminic acid attached in sequence to beta-D-galactopyranosyl, 2-acetamido-2-deoxy-beta-D-glucopyranosyl, beta-D-galactopyranosyl, and beta-D-glucopyranosyl, residues by (2->3), (1->3), (1->3) and (1->4) glycosidic linkages. The galactosyl residue attached to the neuraminic acid is glycosylated at position 4 by a beta-D-acetamidogalactosyl residue, while the other galactosyl residue has been glycosylated at position 4 by a 2-acetamido-beta-D-galactopyranosyl residue. It is a member of neuraminic acids and a heptasaccharide derivative.